methacryloyl chloride choline OCC[N+](C)(C)C.C(C(=C)C)(=O)Cl